(benzene-1,2,3-triyltris(oxy))tris(undecan-1-ol) C1(=C(C(=CC=C1)OCCCCCCCCCCCO)OCCCCCCCCCCCO)OCCCCCCCCCCCO